6-(1-Cyclobutylpiperidine-3-carbonyl)-N,N-dimethyl-2-naphthamide C1(CCC1)N1CC(CCC1)C(=O)C=1C=C2C=CC(=CC2=CC1)C(=O)N(C)C